methyl 4-((3-methoxy-3-oxopropyl)amino)-1-(tetrahydro-2H-pyran-2-yl)-1H-pyrazole-5-carboxylate COC(CCNC=1C=NN(C1C(=O)OC)C1OCCCC1)=O